4-dimethylamino-1,3,5-triazine-2-thiol CN(C1=NC(=NC=N1)S)C